FC1=C(C=2C(=NSN2)C(=C1F)C=1SC=CC1)C=1SC=CC1 5,6-difluoro-4,7-bis(thienyl)benzo[C][1,2,5]thiadiazole